tert-butyl 2,2-dimethyl-4-methanesulfonyloxy-piperidine-1-carboxylate CC1(N(CCC(C1)OS(=O)(=O)C)C(=O)OC(C)(C)C)C